C1(=CC=CC2=CC=CC=C12)C1=CC=C(C=C1)C1=NC(=CC(=N1)C1=CC=C(C=C1)C=1C=NC=CC1)C1=CC=C(C=C1)C=1C=CC=C2C=CC=NC12 2-{4-(naphthalen-1-yl)-phenyl}-4-{4-(pyridin-3-yl)-phenyl}-6-{4-(quinolin-8-yl)-phenyl}-pyrimidine